9-chloro-7-(5-fluoroindol-1-yl)-4-[(tributylstannyl)methyl]-3,5-dihydro-2H-1,4-benzoxazepine ClC1=CC(=CC=2CN(CCOC21)C[Sn](CCCC)(CCCC)CCCC)N2C=CC1=CC(=CC=C21)F